(R)-2-acetyl-1-(oxiran-2-ylmethyl)-1,2-dihydropyrazol-5-one C(C)(=O)N1N(C(C=C1)=O)C[C@H]1OC1